NC1=C(C([C@H](C(=N1)N1CCC2(CC1)C(C1=CC=CC=C1C2)N)C)=O)SC2=C(C(=NC=C2)N)Cl (S)-6-amino-2-(1-amino-1,3-dihydrospiro[inden-2,4'-piperidin]-1'-yl)-5-((2-amino-3-chloropyridin-4-yl)thio)-3-methylpyridin-4(3H)-one